(5'S,7a'R)-1-[4-(5-methyl-1,3-oxazol-2-yl)pyrazolo[1,5-a]pyridin-7-yl]-5'-phenyltetrahydro-3'H-spiro[piperidine-4,2'-pyrrolo[2,1-b][1,3]oxazol]-3'-one CC1=CN=C(O1)C=1C=2N(C(=CC1)N1CCC3(C(N4[C@H](O3)CC[C@H]4C4=CC=CC=C4)=O)CC1)N=CC2